8-methyl-N-(piperidin-4-yl)quinolin-6-amine hydrochloride Cl.CC=1C=C(C=C2C=CC=NC12)NC1CCNCC1